quinuclidin-3-ol N12CC(C(CC1)CC2)O